COC1=C[C@]23CCCN2CCC4=CC5=C(C=C4[C@@H]3[C@@H]1O)OCO5 The molecule is a benzazepine alkaloid isolated from Cephalotaxus harringtonia. It is a benzazepine alkaloid, a benzazepine alkaloid fundamental parent, an organic heteropentacyclic compound, an enol ether, a cyclic acetal, a secondary alcohol and a tertiary amino compound.